O=S1(CCN(CC1)C12CC(C1)(C2)NC2=C(C(=O)O)C(=CC=N2)OC)=O 2-((3-(1,1-Dioxidothiomorpholino)bicyclo[1.1.1]pentan-1-yl)amino)-4-methoxynicotinic acid